[Sn+4].C[N-]C.C[N-]C.C[N-]C.C[N-]C (dimethylamide) tin (IV)